3-(5-isoquinolinyl)pyridine-2,6-diamine C1=NC=CC2=C(C=CC=C12)C=1C(=NC(=CC1)N)N